CN1C(N(CC=2C1=NC(=NC2)NC2=CC=C(C=C2)N2CCN(CC2)C)[C@@H]2[C@@H](CN(CC2)C(C=C)=O)NC(OC(C)(C)C)=O)=O |o1:25,26| tert-butyl rel-(3R,4S)-N-[4-[1-methyl-7-[4-(4-methylpiperazin-1-yl)anilino]-2-oxo-4H-pyrimido[4,5-d]pyrimidin-3-yl]-1-prop-2-enoyl-3-piperidyl]carbamate